1-[(7r,8as)-octahydroindolizin-7-yl]-3-[(4-cyclopropoxyphenyl)methyl]-1-[(2,4-difluorophenyl)methyl]urea C1CCN2CC[C@H](C[C@H]12)N(C(=O)NCC1=CC=C(C=C1)OC1CC1)CC1=C(C=C(C=C1)F)F